C(#N)C1=CC(=C(C=C1)[C@@H]1C=C(NC2=C(C=NC(=C12)OCC)C)C)OC (4S)-4-(4-cyano-2-methoxyphenyl)-5-ethoxy-2,8-dimethyl-1,4-dihydro-1,6-naphthyridine